CN(C1CC(C1)OC1=CC=C(C=C1)NC1=NC=CC(=N1)NC=1C=NC=2CCCCC2C1)C 2-{p-[(1r,3r)-3-(dimethylamino)cyclobutoxy]phenylamino}-4-(5,6,7,8-tetrahydro-3-quinolylamino)pyrimidine